C(C)C1(NC(N(C(C1)=O)C[C@H]1[C@@H](C1)C(NC1CC(OC2=CC=C(C=C12)F)(C)C)=O)=[NH2+])CC [4,4-diethyl-1-[[(1R,2R)-2-[(6-fluoro-2,2-dimethyl-chroman-4-yl)carbamoyl]cyclopropyl]methyl]-6-oxo-hexahydropyrimidin-2-ylidene]ammonium